ClC=1C2=C(N=CN1)NC=C2C=NO 4-chloro-7H-pyrrolo[2,3-d]pyrimidine-5-formaldoxime